C[Si]1(CCC(CC1)NC(=O)C1=CC=2C(=CN=C(C2C)C(F)(F)F)N1)C N-(1,1-dimethylsilinan-4-yl)-4-methyl-5-(trifluoromethyl)-1H-pyrrolo[2,3-c]pyridine-2-carboxamide